Acetyl-silicon C(C)(=O)[Si]